C(C)(C)(C)C=1SC(=CN1)C(=O)NC1=C(C=C(C(=C1)C=1C=C(C=2N(C1)C=CN2)N2CCOCC2)C)F 2-(Tert-butyl)-N-(2-fluoro-4-methyl-5-(8-morpholinoimidazo[1,2-a]pyridin-6-yl)phenyl)thiazole-5-carboxamide